C[C@H]1CCC/C(=C\\C[C@H](OC(=O)C[C@@H](C(C(=O)[C@@H]([C@H]1O)C)(C)C)O)/C(=C/C2=CSC(=N2)C)/C)/C The molecule is an epithilone that is epithilone C in which the hydrogen at position 13 of the oxacyclohexadec-13-ene-2,6-dione macrocycle has been replaced by a methyl group. It has a role as a microtubule-stabilising agent.